1-(tert-butyl)-4-(2-(benzenesulfonyl)vinyl)benzene C(C)(C)(C)C1=CC=C(C=C1)C=CS(=O)(=O)C1=CC=CC=C1